1,6-dimethyl-5-(4,4,5,5-tetramethyl-1,3,2-dioxaborolan-2-yl)-1H-indazole CN1N=CC2=CC(=C(C=C12)C)B1OC(C(O1)(C)C)(C)C